ClC1=C(OC2=NC(=NC(=C2CCC)C2=C(C=CC=C2)C)NS(=O)(=O)C=2C=NN(C2)C)C=CC=C1N1CCN(CC1)C N-[4-[2-chloro-3-(4-methylpiperazin-1-yl)phenoxy]-6-(o-tolyl)-5-propyl-pyrimidin-2-yl]-1-methyl-pyrazole-4-sulfonamide